ClC=1C(=NC=C(C1)Cl)C(CNC(=O)C1=NC(=CC=C1OC)NC1=CC(=CC(=C1)F)F)=NOCC N-[2-(3,5-dichloro-2-pyridinyl)-2-ethoxyimino-ethyl]-6-(3,5-difluoroanilino)-3-methoxy-pyridine-2-carboxamide